[3-(3-chloro-2-piperazin-1-yl-6-quinolyl)-5-methoxy-phenyl]methanamine ClC=1C(=NC2=CC=C(C=C2C1)C=1C=C(C=C(C1)OC)CN)N1CCNCC1